methyl (E)-3-(3-(N-((3-chloro-4'-(dimethylamino)-[1,1'-biphenyl]-4-yl)methyl-d)cyclohexanecarboxamido)-5-fluorophenyl)acrylate ClC=1C=C(C=CC1C(N(C(=O)C1CCCCC1)C=1C=C(C=C(C1)F)/C=C/C(=O)OC)[2H])C1=CC=C(C=C1)N(C)C